6-(8-ethynyl-7-fluoro-3-hydroxy-1-naphthyl)-5-fluoro-4-methyl-1-(3-oxa-7,9-diazabicyclo[3.3.1]nonan-7-yl)-2,7-naphthyridine-3-carbonitrile C(#C)C=1C(=CC=C2C=C(C=C(C12)C=1C(=C2C(=C(N=C(C2=CN1)N1CC2COCC(C1)N2)C#N)C)F)O)F